C12CNCC(CC1)N2C=2SC=1CN(CCC1N2)C(=O)C2=CC(=CC=C2)F (2-(3,8-diazabicyclo[3.2.1]octan-8-yl)-6,7-dihydrothiazolo[5,4-c]pyridin-5(4H)-yl)(3-fluorophenyl)methanone